CC=1N(C(=CC1C(=O)O)C)S(=O)(=O)C 2,5-dimethyl-1-(methylsulfonyl)-1H-pyrrole-3-carboxylic acid